ClC1=C(C=C(C=C1)NC(=O)[C@@H]1C([C@H]1C1=CC(=CC(=C1)Cl)Cl)(Cl)Cl)NC(C1=CC=CC=C1)=O |r| trans-rac-N-(2-Chloro-5-(2,2-dichloro-3-(3,5-dichlorophenyl)cyclopropane-1-carboxamido)phenyl)benzamide